5-cyclopropyl-3-(2,6-dichlorophenyl)-4-((((2S,4S)-2-methylpiperidin-4-yl)oxy)methyl)isoxazole C1(CC1)C1=C(C(=NO1)C1=C(C=CC=C1Cl)Cl)CO[C@@H]1C[C@@H](NCC1)C